C(CCC)OC(=O)[N-]S(=O)(=O)C1=C(C=C(C=C1)CC(C)C)C1=CC=C(C=C1)CN1C(=NC=C1)C(C)(C)O (butoxycarbonyl)((4'-((2-(2-hydroxypropan-2-yl)-1H-imidazol-1-yl)methyl)-5-isobutyl-[1,1'-biphenyl]-2-yl)sulfonyl)amide